C(C)(C)(C)OC(=O)N1[C@H](CC2(CC1)OCC(C1=C2SC(=C1I)Cl)O)C (2'S)-2-chloro-4-hydroxy-3-iodo-2'-methyl-spiro[4,5-dihydrothieno[2,3-c]pyran-7,4'-piperidine]-1'-carboxylic acid tert-butyl ester